CSC1=CC=C(C=C1)C1=CN=C(S1)CNC(CCC=C)=O 5-(4-(Methylthio)phenyl)-2-(pent-4-enamidomethyl)thiazole